Thio-xanthen-9-on C1=CC=CC=2SC3=CC=CC=C3C(C12)=O